diethyl-1,3-diaminopropane C(C)C(CN)(CN)CC